6-({[3-(8-{[(3S,4R)-3-fluoro-1-methylpiperidin-4-yl](methyl)amino}-3-[(trifluoromethyl)sulfanyl]indolizin-2-yl)-1,2,4-oxadiazol-5-yl]methyl}amino)pyridine-3-carboxylic acid F[C@H]1CN(CC[C@H]1N(C1=CC=CN2C(=C(C=C12)C1=NOC(=N1)CNC1=CC=C(C=N1)C(=O)O)SC(F)(F)F)C)C